B([O-])[O-].[C+4].B([O-])[O-] carbon boronate